[Na+].C(CN([C@@H](CCC(=O)[O-])C(=O)[O-])CC(=O)[O-])(=O)[O-].[Na+].[Na+].[Na+] glutamic acid diacetic acid, sodium salt